[1-(2-Difluoromethyl-pyridin-4-yl)-pyrrolidin-3(R)-yl]-(5,7,7-trimethyl-1,3,6,7,8,9-hexahydro-pyrrolo[3,4-c]isoquinolin-2-yl)-methanone FC(C1=NC=CC(=C1)N1C[C@@H](CC1)C(=O)N1CC=2N=C(C=3CC(CCC3C2C1)(C)C)C)F